C(CCCCCCCCCCCCCC)(=O)OC[C@@H](OC(CCCCCCCCCCCCCCCCC)=O)COP(=O)([O-])OCC[N+](C)(C)C 1-pentadecanoyl-2-octadecanoyl-sn-glycero-3-phosphocholine